2-(5-fluoro-3-pyridinyl)-8-methyl-N-[(5R)-4,5,6,7-tetrahydro-1H-indol-5-yl]Pyrazolo[1,5-a][1,3,5]Triazin-4-amine FC=1C=C(C=NC1)C1=NC=2N(C(=N1)N[C@H]1CC=3C=CNC3CC1)N=CC2C